S-adenosylmethionine para-toluenesulfonate sulfate S(=O)(=O)([O-])[O-].CC1=CC=C(C=C1)S(=O)(=O)[O-].[C@@H]1([C@H](O)[C@H](O)[C@@H](C[S+](CC[C@H](N)C(=O)O)C)O1)N1C=NC=2C(N)=NC=NC12.[C@@H]1([C@H](O)[C@H](O)[C@@H](C[S+](CC[C@H](N)C(=O)O)C)O1)N1C=NC=2C(N)=NC=NC12.[C@@H]1([C@H](O)[C@H](O)[C@@H](C[S+](CC[C@H](N)C(=O)O)C)O1)N1C=NC=2C(N)=NC=NC12